FC1=CC=C(\C=N\S(=O)(=O)F)C=C1 (E)-(4-fluorobenzylidene)sulfamoyl fluoride